N[C@H](C(=O)N[C@H](C(=O)OCC)CC1=CC=C(C=C1)F)CC1=CC=C(C=C1)N(CCCl)CCCl ethyl (2S)-2-[[(2S)-2-amino-3-[4-[bis(2-chloroethyl)amino]phenyl]propanoyl]amino]-3-(4-fluoro phenyl)propanoate